BrC1=C2CN(C(C2=CC=C1)=O)C1CC=CC1 4-bromo-2-cyclopent-3-en-1-yl-isoindolin-1-one